6-bromo[1,2,4]triazolo[1,5-a]pyridin-2-amine BrC=1C=CC=2N(C1)N=C(N2)N